C(C=C)(=O)NCCS(=O)(=O)O 2-acrylamidoethylsulfonic acid